tert-butylaminoethylmethacrylate C(C)(C)(C)NCCOC(C(=C)C)=O